2-AMINOADENINE NC1=NC(=C2NC=NC2=N1)N